O1CCOC12CCC(CC2)OS(=O)(=O)C2=CC=C(C=C2)C 4-Methylbenzenesulfonic acid 1,4-dioxaspiro[4.5]dec-8-yl ester